N-(4-((2-(1,1-difluoroethyl)-6-methylpyrimidin-4-yl)amino)-5-(5-(2-methoxypropan-2-yl)-1-methyl-1H-pyrazol-3-yl)pyridin-2-yl)acetamide FC(C)(F)C1=NC(=CC(=N1)NC1=CC(=NC=C1C1=NN(C(=C1)C(C)(C)OC)C)NC(C)=O)C